N4-(sec-Butyl)-N2-(2-(1-(cyclopropylsulfonyl)-1H-pyrazol-4-yl)pyrimidin-4-yl)-5-((1-isopropyl-1H-pyrazol-4-yl)ethynyl)pyridine-2,4-diamine C(C)(CC)NC1=CC(=NC=C1C#CC=1C=NN(C1)C(C)C)NC1=NC(=NC=C1)C=1C=NN(C1)S(=O)(=O)C1CC1